4-oxo-4,5,6,7-tetrahydrobenzo[b]furan-3-carboxylic acid O=C1CCCC=2OC=C(C21)C(=O)O